tert-butyl (2-(5-chloro-4-fluoro-10-methyl-2-(methylsulfinyl)-9,10-dihydro-7-oxa-1,3,6,11-tetraazacycloocta[de]naphthalen-11(8H)-yl)ethyl)(methyl)carbamate ClC1=C(C=2N=C(N=C3C2C(=N1)OCCC(N3CCN(C(OC(C)(C)C)=O)C)C)S(=O)C)F